tert-butyl (S)-((5-aminopyridin-3-yl)(cyclopropyl)methyl)carbamate NC=1C=C(C=NC1)[C@H](C1CC1)NC(OC(C)(C)C)=O